CC=1C=CC=2C(C3=CC=C(C=C3SC2C1)C)NC(=O)C1=CC(=C(NC1=O)C(F)(F)F)N1CCN(CC1)C(=O)OCC1=CC=CC=C1 benzyl 4-(5-((3,6-dimethyl-9H-thioxanthen-9-yl)carbamoyl)-6-oxo-2-(trifluoromethyl)-1,6-dihydropyridin-3-yl)piperazine-1-carboxylate